O=C1N(CC2=C(C=CC=C12)N(C1CCC(CC1)NCCC(F)(F)F)CCCC(C(F)(F)F)(F)F)C1C(NC(CC1)=O)=O 3-(1-oxo-4-((4,4,5,5,5-pentafluoropentyl)((1s,4s)-4-((3,3,3-trifluoropropyl)amino)cyclohexyl)amino)-isoindolin-2-yl)piperidine-2,6-dione